2-[2-(2,2-difluoroethoxy)phenyl]-N-[5-(2-hydroxypropan-2-yl)pyridin-2-yl]-6-methyl-3-oxo-2,3-dihydropyridazine-4-carboxamide FC(COC1=C(C=CC=C1)N1N=C(C=C(C1=O)C(=O)NC1=NC=C(C=C1)C(C)(C)O)C)F